FC(C1(CC1)CNC=1C=CC(=NC1)C1CN(C1)C(=O)N1C[C@H](CC1)C(=O)N)(F)F (3S)-1-[3-[5-[[1-(Trifluoromethyl)cyclopropyl]methylamino]-2-pyridyl]azetidine-1-carbonyl]pyrrolidine-3-carboxamide